1-(4-bromophenyl)cyclobutane-1-carbonitrile BrC1=CC=C(C=C1)C1(CCC1)C#N